(2-chloro-7-isopropyl-4-oxofuro[2,3-d]pyridazin-5(4H)-yl)-N-(5-fluoropyrimidin-2-yl)acetamide ClC1=CC2=C(C(=NN(C2=O)CC(=O)NC2=NC=C(C=N2)F)C(C)C)O1